NCC1(C(CCC1)C)C(=O)OCC Ethyl 1-(aminomethyl)-2-methylcyclopentanecarboxylate